7-chloro-4-(methylamino)-1-((2-(trifluoromethyl)-1H-imidazol-4-yl)methyl)quinazolin-2(1H)-one ClC1=CC=C2C(=NC(N(C2=C1)CC=1N=C(NC1)C(F)(F)F)=O)NC